trans-3-hexenyl butyrate (trans-3-hexenyl butyrate) C(=C\CCCC)/C(CC(=O)O)C.C(CCC)(=O)OCC\C=C\CC